NN=CNC(CN1C(N(C2=CC=CC=C2C1=O)CC1=CC=CC=C1)=O)=O N-(Aminoiminomethyl)-1,4-dihydro-2,4-dioxo-1-(phenylmethyl)-3(2H)-quinazolineacetamide